[Ru](Cl)Cl.C(C)(C)N1C(N(CCC1)C(C)C)=C1C(C(CCC1)P(C1CCCCC1)C1CCCCC1)=COCC (1,3-diisopropylhexahydropyrimidine-2-ylidene)(ethoxymethylene)(tricyclohexylphosphine) ruthenium dichloride